3-ethyl-N,N-dimethyl-5,6,7,8-tetrahydro-4H-pyrazolo[1,5-a][1,4]diazepine-2-carboxamide C(C)C=1C(=NN2C1CNCCC2)C(=O)N(C)C